N1(CC(CCC1)C1CNCCC1)C1=NC=CC(=N1)NC=1C=C2C=NNC2=CC1 N-(2-([3,3'-bipiperidin]-1-yl)pyrimidin-4-yl)-1H-indazol-5-amine